[Si](C1=CC=CC=C1)(C1=CC=CC=C1)(C(C)(C)C)OCC1=NN(C(N1CC)=O)C=1C=C2[C@H](CN(C(C2=CC1)=O)C1=C(C=CC=C1F)Cl)C(=C)C |r| rac-6-(3-(((tert-butyldiphenylsilyl)oxy)methyl)-4-ethyl-5-oxo-4,5-dihydro-1H-1,2,4-triazol-1-yl)-2-(2-chloro-6-fluorophenyl)-4-(prop-1-en-2-yl)-3,4-dihydroisoquinoline-1(2H)-one